N1,N1,N5,N5,2-pentamethylpentanediamide CN(C(C(CCC(=O)N(C)C)C)=O)C